3,5-dichloro-4-hydroxy-N-(4-oxo-3-((1S,2R)-2-phenylcyclobutyl)-3,4-dihydroquinazolin-5-yl)benzamide ClC=1C=C(C(=O)NC2=C3C(N(C=NC3=CC=C2)[C@@H]2[C@H](CC2)C2=CC=CC=C2)=O)C=C(C1O)Cl